C(C)(C)(C)OC(=O)N[C@@H](C(=O)OC)CCCCC (R)-methyl 2-((tert-butoxycarbonyl)amino)heptanoate